CC1=C(C=C(C(=O)NC2=CC(=CC=C2)C(F)(F)F)C=C1)[C@H]1CN(CC1)C=1C=NC=C(C1)C(=O)N1CCOCC1 (S)-4-methyl-3-(1-(5-(morpholine-4-carbonyl)pyridin-3-yl)pyrrolidin-3-yl)-N-(3-(trifluoromethyl)phenyl)benzamide